di-tert-butyl ((5S)-6-((9S)-5-bromo-9-(diethylcarbamoyl)-7-methyl-6a,7,8,9-tetrahydroindolo[4,3-fg]quinolin-4(6H)-yl)-6-oxohexane-1,5-diyl)dicarbamate BrC=1N(C2=CC=CC=3C4=C[C@@H](CN(C4CC1C32)C)C(N(CC)CC)=O)C([C@H](CCCCNC(OC(C)(C)C)=O)NC(OC(C)(C)C)=O)=O